BrC1=NC(=CC(=C1OC)C1=CC(=C(C=C1)N1C(N(C=C1)C)=O)Cl)OC 1-(4-(2-bromo-3,6-dimethoxypyridin-4-yl)-2-chlorophenyl)-3-methyl-1H-imidazol-2(3H)-one